5-(2,3-difluorobenzyl)-N-(4-methyl-5-oxo-4,5,6,7,8,9-hexahydropyrazolo[1,5-a][1,3]diazocin-6-yl)-4H-1,2,4-triazole-3-carboxamide FC1=C(CC=2NC(=NN2)C(=O)NC2C(N(C=3N(CCC2)N=CC3)C)=O)C=CC=C1F